BrC12C(=O)OC(C1C=C(C(=C2Br)Br)Br)=O 1,4,5,6-tetrabromophthalic anhydride